FC1=C(C=C(C(=O)OC)C=C1)OCCOC1OCCCC1 Methyl 4-fluoro-3-(2-((tetrahydro-2H-pyran-2-yl)oxy)ethoxy)benzoate